({4-[6-iodo-2-chloro-8-fluoro-4-(6-hydroxy-6-methyl-1,4-oxazepan-4-yl)quinazolin-7-yl]-3-cyanobenzo[b]thiophen-2-yl}amino)methane IC=1C=C2C(=NC(=NC2=C(C1C1=CC=CC=2SC(=C(C21)C#N)NC)F)Cl)N2CCOCC(C2)(C)O